P(=O)(OCCCCCCCCCCCC)([O-])O.[Na+] monoSodium dodecyl phosphate